2-(3-(2,4-dioxotetrahydropyrimidin-1(2H)-yl)-1-methyl-1H-indazol-6-yl)-2,7-diazepine O=C1N(CCC(N1)=O)C1=NN(C2=CC(=CC=C12)N1C=NC=CC=C1)C